tert-Butyl((3',5'-difluoro-2'-(N-(5-oxo-5,6,7,8-tetrahydro-1,6-naphthyridin-3-yl)sulfamoyl)-[1,1'-biphenyl]-4-yl)methyl)carbamate C(C)(C)(C)OC(NCC1=CC=C(C=C1)C1=C(C(=CC(=C1)F)F)S(NC=1C=NC=2CCNC(C2C1)=O)(=O)=O)=O